ClC=1C=C2C(=C3C4(NC(NC13)=O)CCCCC4)OC(=C2)CN2CCC(CC2)CN(C)C 5'-chloro-2'-({4-[(dimethylamino)methyl]piperidin-1-yl}methyl)-7',8'-dihydro-6'H-spiro[cyclohexane-1,9'-furo[2,3-f]quinazoline]-7'-one